vinyl-dimethyl-propoxysilane C(=C)[Si](OCCC)(C)C